7-benzyloxy-4-(4-chlorophenyl)-3-isopropyl-2-oxo-isoquinolin-2-ium C(C1=CC=CC=C1)OC1=CC=C2C(=C([N+](CC2=C1)=O)C(C)C)C1=CC=C(C=C1)Cl